4,4'-((2,2,3,3,4,4,5,5-octafluorohexane-1,6-diyl)bis(oxy))bis(4-oxobutanoic acid) FC(COC(CCC(=O)O)=O)(C(C(C(COC(CCC(=O)O)=O)(F)F)(F)F)(F)F)F